2-chloro-N1-(6-ethylpyridin-2-yl)-5-methylbenzene-1,3-diamine ClC1=C(C=C(C=C1N)C)NC1=NC(=CC=C1)CC